trans-4-(6-Methoxy-5-methylpyridin-3-yl)cyclohexanecarbaldehyde COC1=C(C=C(C=N1)[C@@H]1CC[C@H](CC1)C=O)C